ethoxy-5-[(2R)-4-[6-ethoxy-2-(trifluoromethyl)pyridine-3-carbonyl]-2-ethylpiperazin-1-yl]-[2,3'-bipyridine]-6-carbonitrile C(C)OC=1C(=NC(=C(C1)N1[C@@H](CN(CC1)C(=O)C=1C(=NC(=CC1)OCC)C(F)(F)F)CC)C#N)C=1C=NC=CC1